N1=CNC2=C1N=CC=N2 pyrazinoimidazole